C(CCCCCCC)C=1C(=C(C(=C(C1C(=O)[O-])C(=O)[O-])CCCCCCCC)C(=O)[O-])CCCCCCCC Trioctyl-Trimellitat